CN(C1=CC=C(C=N1)C1=C(C#N)C=CC=C1)C 2-(6-(dimethylamino)pyridin-3-yl)benzonitrile